Ethylpyrrolidin C(C)N1CCCC1